COCOC1=C(C=CC=C1)OB(O)O [2-(methoxymethoxy)phenyl]Boric acid